C1(CC1)C=1C(=CC=2N(C1)C(=CN2)C2=CC=CC(=N2)N[C@H]2CNCC21CC1)OCC (R)-N-(6-(6-cyclopropyl-7-ethoxyimidazo[1,2-a]pyridin-3-yl)pyridin-2-yl)-5-azaspiro[2.4]heptan-7-amine